5-(4-methylpiperazin-1-yl)-1,3,4-oxadiazole CN1CCN(CC1)C1=NN=CO1